O=C1N(CC2=CC=CC=C12)[C@H](C(=O)O)C1=CC=CC=C1 (l)-2-(1-oxoisoindolin-2-yl)-2-phenylacetic acid